t-butylpyridylmethylenephosphine C(C)(C)(C)P=CC1=NC=CC=C1